CN1S(C=2N(C(C1)C(=O)[O-])C(C(=C(C2C2=CC(=CC=C2)C(F)(F)F)CC2=CC=CC1=CC=CC=C21)C(NCCC)=O)=O)(=O)=O 2-methyl-8-(naphthalen-1-ylmethyl)-6-oxo-7-(propylcarbamoyl)-9-(3-(trifluoromethyl) phenyl)-3,4-dihydro-2H,6H-pyrido[1,2-e][1,2,5]thiadiazine-4-carboxylate 1,1-dioxide